(R,E)-5-(3,4-dimethylphenyl)-2-((4-(methylsulfonyl)but-3-en-2-yl)carbamoyl)pyridine 1-oxide CC=1C=C(C=CC1C)C=1C=CC(=[N+](C1)[O-])C(N[C@H](C)\C=C\S(=O)(=O)C)=O